2-(3-(3-bromophenyl)propionyl)-N-methylhydrazine BrC=1C=C(C=CC1)CCC(=O)NNC